C1(=CC=CC=C1)[C@@H]1N(CCC2=CC=CC=C12)C(=O)Cl (S)-1-phenyl-3,4-dihydroisoquinoline-2(1H)-carbonyl chloride